tert-butyl (2-chloro-5-(dimethylamino)pyridin-4-yl)carbamate ClC1=NC=C(C(=C1)NC(OC(C)(C)C)=O)N(C)C